ClC=1C=C(C=CC1C1CCN(CC1)C)NC=1N=CC=2C(N(C=3N(C2N1)CCN3)C3=C(C=CC=C3Cl)Cl)=O 2-((3-chloro-4-(1-methylpiperidin-4-yl)phenyl)amino)-6-(2,6-dichlorophenyl)-8,9-dihydroimidazo[1,2-a]pyrimido[5,4-e]pyrimidin-5(6H)-one